BrC=1C(=CC2=C(C1)C=1N(N=C(C1CO2)C(=O)N(C)C(C)(C)C#N)C2=CC(=CC(=C2)F)F)OC 8-bromo-N-(2-cyanopropan-2-yl)-1-(3,5-difluorophenyl)-7-methoxy-N-methyl-1,4-dihydrobenzopyrano[4,3-c]pyrazole-3-carboxamide